N(S(=O)(=O)C(F)(F)F)S(=O)(=O)C(F)(F)F triflimide